acrylamido-2-methylpropanesulfonate C(C=C)(=O)NC(C(C)C)S(=O)(=O)[O-]